C1(CCCCC1)CN[Si]1(O[SiH](O[SiH](O[SiH](O1)C)C)C)C 2-cyclohexylmethylamino-2,4,6,8-tetramethylcyclotetrasiloxane